cis-tert-butyl 1-((R)-1-hydroxypropyl)-3-methyl-6-azabicyclo[3.1.1]heptane-6-carboxylate O[C@H](CC)C12CC(CC(N1C(=O)OC(C)(C)C)C2)C